(azidomethyl)-1,3-dimethyl-1,8-naphthyridine N(=[N+]=[N-])CC1N(C2=NC=CC=C2C=C1C)C